C(#N)[C@@H](C)NC1=C(C=NC(=C1)C1=CC=C2N1N=CC(=C2)C#N)C2=NN=C(S2)N2CC1CCC(C2)N1C(=O)OC(C)(C)C tert-butyl 3-[5-(4-{[(1R)-1-cyanoethyl]amino}-6-{3-cyanopyrrolo[1,2-b]pyridazin-7-yl}pyridin-3-yl)-1,3,4-thiadiazol-2-yl]-3,8-diazabicyclo[3.2.1]octane-8-carboxylate